C(C)(C)(CC)N1N=C2C=CC=CC2=C1 (tert-pentyl)-2H-indazol